3-[4-[4-(4-piperidinyl)-1-piperidinyl]phenyl]piperidine-2,6-dione N1CCC(CC1)C1CCN(CC1)C1=CC=C(C=C1)C1C(NC(CC1)=O)=O